N-(5-(4-cyanophenyl)thiazolo[5,4-b]pyridin-2-yl)-4-(2-fluoro-6-methoxyphenyl)-6-methylnicotinamide C(#N)C1=CC=C(C=C1)C1=CC=C2C(=N1)SC(=N2)NC(C2=CN=C(C=C2C2=C(C=CC=C2OC)F)C)=O